tert-butyl (7R)-7-benzoyloxy-5-oxa-2-azaspiro[3.4]octane-2-carboxylate C(C1=CC=CC=C1)(=O)O[C@H]1COC2(CN(C2)C(=O)OC(C)(C)C)C1